N1(N=CC=C1)CC1=CC2=C(C(=NO2)NS(=O)(=O)C=2C(=CC=C3C(CCOC23)(F)F)OC)C(=C1)OC N-(6-((1H-pyrazol-1-yl)methyl)-4-methoxybenzo[d]isoxazol-3-yl)-4,4-difluoro-7-methoxychroman-8-sulfonamide